4-({3-methoxy-4-[5-(methoxymethyl)-1,2,4-oxadiazol-3-yl]pyridin-2-yl}amino)-N-(2H3)methyl-6-propionylaminopyridazine-3-carboxamide COC=1C(=NC=CC1C1=NOC(=N1)COC)NC1=C(N=NC(=C1)NC(CC)=O)C(=O)NC([2H])([2H])[2H]